CC1(N(CCNC1=O)C(=O)C1=NN(C=2C3=C(CCC12)C=C(C(=C3)C=3C=C(C=NC3)C(=O)N)OC)CC(C)C)C 5-[3-(2,2-dimethyl-3-oxo-piperazine-1-carbonyl)-1-isobutyl-7-methoxy-4,5-dihydrobenzo[g]indazol-8-yl]pyridine-3-carboxamide